N-((2,6-Diisopropylphenyl)carbamoyl)pyridazine-3-sulfonamide, Sodium Salt [Na].C(C)(C)C1=C(C(=CC=C1)C(C)C)NC(=O)NS(=O)(=O)C=1N=NC=CC1